5-chloro-2-methyl-N1-(2-(trifluoromethoxy)phenyl)benzene-1,3-diamine ClC=1C=C(C(=C(C1)NC1=C(C=CC=C1)OC(F)(F)F)C)N